N'-acetyl-4-amino-N-(4-(1-(difluoromethyl)-1H-pyrazol-4-yl)-2,6-difluorobenzyl)-N',1-dimethyl-1H-pyrazolo[4,3-c]quinoline-8-carbohydrazide C(C)(=O)N(N(C(=O)C1=CC=2C3=C(C(=NC2C=C1)N)C=NN3C)CC3=C(C=C(C=C3F)C=3C=NN(C3)C(F)F)F)C